ClC1=C(C=C(C=C1)F)C1NC(C=2C3=C(C=C(C12)NC(C1=CC(=CC(=C1)C(F)(F)F)F)=O)C=CC(=C3)C#N)=O N-[3-(2-chloro-5-fluorophenyl)-8-cyano-1-oxo-2,3-dihydro-1H-benzo[e]isoindol-4-yl]-3-fluoro-5-(trifluoromethyl)benzamide